Hydrogen-sulfit S(=O)(O)[O-]